C[C@H]1CN(C[C@H](O1)C)C(=O)OC=1C=C2C(=CC=NC2=CC1OCC)OC=1C(=C2C=C(NC2=CC1)C)F 4-((4-fluoro-2-methyl-1H-indol-5-yl) oxy)-7-ethoxyquinolin-6-yl (2S,6R)-2,6-dimethylmorpholine-4-carboxylate